tert-butoxy-4-oxo-butanoic acid C(C)(C)(C)OC(C(=O)O)CC=O